C(C)(C)(C)C1N(CCN(C1)C1=C(NC=2N(C1=O)N=C(N2)C=2CCOCC2)CC)C(=O)OC(CC2=C(C(=CC=C2)F)OC)C (3-fluoro-2-methoxyphenyl)propan-2-ol tert-butyl-4-[2-(3,6-dihydro-2H-pyran-4-yl)-5-ethyl-7-oxo-4H-[1,2,4]triazolo[1,5-a]pyrimidin-6-yl]piperazine-1-carboxylate